(2S)-2-amino-3-[(3R)-5,5-dimethyl-2-oxopyrrolidin-3-yl]propanenitrile N[C@H](C#N)C[C@H]1C(NC(C1)(C)C)=O